Triethylene glycol methyl octyl ether C(CCCCCCC)OCCOCCOCCOC